NC1=C(C=C(N=N1)C1=C(C=CC=C1)O)N1CC2CCC(C1)N2C2=CC(=NC=C2)C#CCN2CC1(C(C1)(F)F)C2 2-[6-amino-5-[8-[2-[3-(2,2-difluoro-5-azaspiro[2.3]hexan-5-yl)prop-1-ynyl]-4-pyridyl]-3,8-diazabicyclo[3.2.1]octan-3-yl]pyridazin-3-yl]phenol